C1=CC=CC=2N=NC=3C=CC=CC3C21 benzo[c]cinnoline